C1CCC(C1)C(=O)NC1=C(C=CC=C1)CCC(=O)N 3-[(4-cyclopentanamido)phenyl]propanamide